2-[(3-bromo-4-fluoro-phenyl)methyl]-7-methyl-2,7-diazaspiro[4.4]nonane BrC=1C=C(C=CC1F)CN1CC2(CC1)CN(CC2)C